FC1(CN(CC1)C1=NC=CC(=C1NC(=O)N1CC2=CC=CC(=C2C1)F)C1=C(C=CC=C1)F)F N-[2-(3,3-difluoropyrrolidin-1-yl)-4-(2-fluorophenyl)-3-pyridyl]-4-fluoro-isoindoline-2-carboxamide